F[C@@H]1CN(CC[C@@H]1NC1=C2C=C(N(C2=CC=C1)CC(F)(F)F)C#CCNC1=C(C=C(C(=O)O)C=C1)OC)C |r| (rac)-4-((3-(4-(((3R,4S)-3-fluoro-1-methylpiperidin-4-yl)amino)-1-(2,2,2-trifluoroethyl)-1H-indol-2-yl)prop-2-yn-1-yl)amino)-3-methoxybenzoic acid